3,9-bis{2-[3-(3-tertiary-butyl-4-hydroxy-5-methylphenyl)propionyloxy]-1,1-dimethylethyl}-2,4,8,10-tetraoxaspiro[5.5]undecane C(C)(C)(C)C=1C=C(C=C(C1O)C)CCC(=O)OCC(C)(C)C1OCC2(CO1)COC(OC2)C(COC(CCC2=CC(=C(C(=C2)C)O)C(C)(C)C)=O)(C)C